OCC(C)C1=CC=CC=C1 3-hydroxy-2-phenylpropan